8-(6-tert-butylpyridin-3-yl)-3-(methoxymethyl)-6-oxo-2H,3H,4H,6H-pyrimido[2,1-b][1,3]thiazine-7-carbonitrile C(C)(C)(C)C1=CC=C(C=N1)C=1N=C2SCC(CN2C(C1C#N)=O)COC